C(C)N(C=1C=CC2=C(C1)[Si]1(CCCCC1)C1=C(C23OC(C2=CC(=C(C=C23)C(=O)O)COC)=O)C=CC(=C1)N(CC)CC)CC 3',7'-bis(diethylamino)-5-(methoxymethyl)-3-oxo-3H-dispiro[isobenzofuran-1,10'-dibenzo[b,e]siline-5',1''-silinane]-6-carboxylic acid